Serineol NC(CO)CO